C1(CCC1)OC1=CC=2N(C=C1C(=O)O)C=C(N2)C21COC(CC2)(CC1)C 7-Cyclobutoxy-2-(1-methyl-2-oxabicyclo[2.2.2]octan-4-yl)imidazo[1,2-a]pyridine-6-carboxylic acid